ClC=1C=C2C=NNC2=C(C1)C1(C[C@H]2C([C@H]2C1)NC(C1=CC=NC=C1)=O)O N-((1R,3r,5S,6r)-3-(5-chloro-1H-indazol-7-yl)-3-hydroxybicyclo[3.1.0]hexan-6-yl)isonicotinamide